O.S(=O)(=O)(O)C1=CC=CC=C1 monobesylate hydrate